7-(Cyclopropyl-methoxy)benzo[d]isoxazol-3-amine C1(CC1)COC1=CC=CC=2C(=NOC21)N